ClC1=CC=C(C=C1)C(\C=C/C1=CC(=C(C=C1)OC)O)=O (Z)-1-(4-Chlorophenyl)-3-(3-hydroxy-4-methoxyphenyl)prop-2-en-1-one